NC=1C(=C(C2=C(C(=NO2)C2CC2)C1)Cl)C(C)C 2-(5-amino-7-chloro-3-cyclopropylbenzisoxazol-6-yl)propan